[Si](C1=CC=CC=C1)(C1=CC=CC=C1)(C(C)(C)C)OC1C(CC2=CC(=C(C(=C12)F)I)C#N)C 1-((tert-Butyldiphenylsilyl)oxy)-7-fluoro-6-iodo-2-methyl-2,3-dihydro-1H-indene-5-carbonitrile